ClC=1C(=NC=C(C1Cl)Cl)C(=O)NC(CO)C(C)C 3,4,5-trichloro-N-(1-hydroxy-3-methylbutan-2-yl)picolinamide